SCCC(=O)O.SCCC(=O)O.OCCSSCCO hydroxyethyldisulfide bis(3-mercaptopropionate)